OC(C1=CC2=CC=CC=C2C=C1)P(O)(O)=O Hydroxy-2-naphthalenylmethylphosphonic acid